dilauryl-1,6-hexanediol C(CCCCCCCCCCC)C(CCCCCO)(O)CCCCCCCCCCCC